CC=1N=C(N(C1C(=O)O)OCC=C)C1=CC(=CC=C1)C#N 4-methyl-2-(3-cyanophenyl)-1-allyloxy-1H-imidazole-5-carboxylic acid